CO/C=C/C#N (2E)-3-methoxyprop-2-enenitrile